CC1=CC=C(C=C1)S(=O)(=O)N[C@H]([C@@H](N)C1=CC=CC=C1)C1=CC=CC=C1 (1S,2S)-N-(p-toluenesulfonyl)-1,2-diphenylethylenediamine